2-methyl-hydroxyethyl iodopropionate IC(C(=O)OCC(C)O)C